ClC1=NC=C(C(=C1)C1=C(C=NC(=C1)C)C(=O)NC=1SC(=NN1)C1CS(C1)(=O)=O)OC 2'-chloro-N-(5-(1,1-dioxidothietan-3-yl)-1,3,4-thiadiazol-2-yl)-5'-methoxy-6-methyl-(4,4'-bipyridine)-3-carboxamide